BrC=1C(=C(N(C1)CC(=O)OCC)C=O)C(=O)OCC ethyl 4-bromo-1-(2-ethoxy-2-oxoethyl)-2-formyl-1H-pyrrole-3-carboxylate